OC1=C(C(=O)C2=C(C=O)C=CC=C2)C=CC=C1 (2-hydroxybenzoyl)benzaldehyde